Cl.CC(NC)C(=O)O 2,N-dimethylglycine hydrochloride